6-methyl-1-(2,2,2-Trifluoroethyl)-5-(2,3,5-trifluorophenyl)piperidin-2-one-5-d CC1C(CCC(N1CC(F)(F)F)=O)([2H])C1=C(C(=CC(=C1)F)F)F